(4-Chloro-7-(methylamino)isoindolin-2-yl)(2,4-dihydroxy-5-methylphenyl)methanone ClC1=C2CN(CC2=C(C=C1)NC)C(=O)C1=C(C=C(C(=C1)C)O)O